N-(1'-(2-(piperidin-1-yl)nicotinoyl)spiro[cyclohexane-1,3'-indolin]-5'-yl)methanesulfonamide N1(CCCCC1)C1=C(C(=O)N2CC3(C4=CC(=CC=C24)NS(=O)(=O)C)CCCCC3)C=CC=N1